C(#C)C=1SC=C(N1)C(=O)NCCC1=CC(=CC=C1)[N+](=O)[O-] 2-Ethynyl-N-(3-nitrophenylethyl)thiazole-4-carboxamide